3,5-bis(trifluoromethyl)benzyl 5-(1H-benzo[d][1,2,3]triazole-5-carboxamido)-2-azabicyclo[2.2.1]heptane-2-carboxylate N1N=NC2=C1C=CC(=C2)C(=O)NC2C1CN(C(C2)C1)C(=O)OCC1=CC(=CC(=C1)C(F)(F)F)C(F)(F)F